Methoxy-3,4-methylenedioxyamphetamine CONC(C)CC1=CC2=C(C=C1)OCO2